N-(2,2-diphenylethyl)chromane-2-carboxamide C1(=CC=CC=C1)C(CNC(=O)C1OC2=CC=CC=C2CC1)C1=CC=CC=C1